(S*)-2-(4,4-diethoxypiperidin-2-yl)acetonitrile C(C)OC1(C[C@@H](NCC1)CC#N)OCC |o1:5|